2-(1-benzyl-1H-indazol-4-yl)acetaldehyde C(C1=CC=CC=C1)N1N=CC2=C(C=CC=C12)CC=O